C(CCCCCCC\C=C/CCCCCC)(=O)OCCCCCCCCCCCCCCCCCCCCCCCCCCC heptacosan-1-yl palmitoleate